C1(C=CC=C1)OC(C(=C)C)=O 2-methylprop-2-enoic acid cyclopent-2,4-dien-1-yl ester